1-(2-chloro-5-((R)-2-(2,5-difluorophenyl)pyrrolidin-1-yl)pyrazolo[1,5-a]pyrimidin-3-yl)-3-((1S,2R)-2-fluorocyclopropyl)thiourea ClC1=NN2C(N=C(C=C2)N2[C@H](CCC2)C2=C(C=CC(=C2)F)F)=C1NC(=S)N[C@@H]1[C@@H](C1)F